(2-Oxabicyclo[2.1.1]hex-1-yl)acetic acid methyl ester COC(CC12OCC(C1)C2)=O